N-(((S)-1-(2-((S)-1-phenylethylamino)pyrimidin-4-yl)pyrrolidin-2-yl)methyl)benzamide C1(=CC=CC=C1)[C@H](C)NC1=NC=CC(=N1)N1[C@@H](CCC1)CNC(C1=CC=CC=C1)=O